C(C)OC1CCC(CC1)CN1CCC(CC1)CC1=CC=2N(C=C1)N=CC2N2C(NC(CC2)=O)=O 1-(5-((1-(((1r,4r)-4-ethoxycyclohexyl)methyl)piperidin-4-yl)methyl)pyrazolo[1,5-a]pyridin-3-yl)dihydropyrimidine-2,4(1H,3H)-dione